O1CC(CC1)OC1=C(C=C2C=NC=NC2=C1)O[PH2]=O 7-((tetrahydrofuran-3-yl)oxy)quinazolin-6-yloxyphosphine oxide